FC(C=1C=C(CC2C(C=3C=CC(=CC3CC2)NC(CCCCCCC(=O)O)=O)=O)C=C(C1)C(F)(F)F)(F)F 8-((6-(3,5-bis(trifluoromethyl)benzyl)-5-oxo-5,6,7,8-tetrahydronaphthalen-2-yl)amino)-8-oxo-octanoic acid